6-(cyclobutylmethoxy)-4-(6-(4-(pyridin-2-ylmethyl)piperazin-1-yl)pyridin-3-yl)pyrazolo[1,5-a]pyridine-3-carbonitrile C1(CCC1)COC=1C=C(C=2N(C1)N=CC2C#N)C=2C=NC(=CC2)N2CCN(CC2)CC2=NC=CC=C2